tert-butyl (3R,4S)-3-({8-carbamoyl-6-[4-(2-hydroxy-2-methylpropyloxy) phenyl] pyrido[3,2-d]pyrimidin-4-yl} amino)-4-fluoropiperidine-1-carboxylate C(N)(=O)C1=CC(=NC2=C1N=CN=C2N[C@@H]2CN(CC[C@@H]2F)C(=O)OC(C)(C)C)C2=CC=C(C=C2)OCC(C)(C)O